N,N',N'',N'''-(((2S,5S,8S,11S)-2,5,8,11-tetraethyl-1,4,7,10-tetraazacyclododecane-1,4,7,10-tetrayl)tetrakis(ethane-2,1-diyl))tetrakis(1-hydroxy-6-oxo-1,6-dihydropyridine-2-carboxamide) C(C)[C@@H]1N(C[C@@H](N(C[C@@H](N(C[C@@H](N(C1)CCNC(=O)C=1N(C(C=CC1)=O)O)CC)CCNC(=O)C=1N(C(C=CC1)=O)O)CC)CCNC(=O)C=1N(C(C=CC1)=O)O)CC)CCNC(=O)C=1N(C(C=CC1)=O)O